N-[3-(2,3-dihydro-1H-indol-6-yl)-1H-pyrrolo[2,3-b]pyridin-6-yl]cyclopropanecarboxamide N1CCC2=CC=C(C=C12)C1=CNC2=NC(=CC=C21)NC(=O)C2CC2